(1S,3S,5S)-5-methyl-2-((6-phenoxynicotinyl)glycyl)-2-azabicyclo[3.1.0]hexane-3-carboxylic acid C[C@@]12C[C@H](N([C@H]2C1)C(CNCC1=CN=C(C=C1)OC1=CC=CC=C1)=O)C(=O)O